2-chloro-4-((5-fluorobenzofuran-7-yl)oxy)benzoyl chloride ClC1=C(C(=O)Cl)C=CC(=C1)OC1=CC(=CC=2C=COC21)F